C(CCCO[2H])O 1,4-butanediol-d